7-((3aS,4R,6aR)-2,2-Dimethyl-6-(prop-1-en-2-yl)-4,6a-dihydro-3aH-cyclopenta[d][1,3]dioxol-4-yl)-4-methyl-7H-pyrrolo[2,3-d]pyrimidine CC1(O[C@@H]2[C@H](O1)C(=C[C@H]2N2C=CC1=C2N=CN=C1C)C(=C)C)C